N-(1H-Pyrrol-2-ylcarbonyl)glycine N1C(=CC=C1)C(=O)NCC(=O)O